O=C([C@@H](O)[C@@H](O)[C@@H](O)CO)O L-Ribonic acid